(S)-1-cyano-N-(1-(3-fluorophenyl)-1H-imidazol-4-yl)pyrrolidine-3-carboxamide C(#N)N1C[C@H](CC1)C(=O)NC=1N=CN(C1)C1=CC(=CC=C1)F